1-[(4S)-7-chloro-6-(3-fluoro-2-pyridinyl)-4-methyl-8-(trifluoromethyl)-4H-[1,2,4]triazolo[1,5-a][1,4]benzodiazepine-2-Yl]-3-(oxetan-3-yl)urea ClC1=C(C=CC2=C1C(=N[C@H](C=1N2N=C(N1)NC(=O)NC1COC1)C)C1=NC=CC=C1F)C(F)(F)F